3,4-dichlorophenyl 2,3,4,6-tetra-O-acetyl-1-thio-α-D-galactopyranoside C(C)(=O)O[C@H]1[C@@H](SC2=CC(=C(C=C2)Cl)Cl)O[C@@H]([C@@H]([C@@H]1OC(C)=O)OC(C)=O)COC(C)=O